FC1=C(N)C=CC(=C1)C1=CC2=C(N=CN=C2N2CCOCC2)N1COCC[Si](C)(C)C 2-fluoro-4-[4-(morpholin-4-yl)-7-{[2-(trimethylsilyl)ethoxy]methyl}-7H-pyrrolo[2,3-d]pyrimidin-6-yl]aniline